ClC1=NSC=2C1=NC(=CC2C2(CCCCC2)C#N)N2[C@@H](COCC2)C (R)-1-(3-chloro-5-(3-methylmorpholino)isothiazolo[4,5-b]pyridin-7-yl)cyclohexane-1-carbonitrile